Cl.COC1=CC=C(C=C1)[C@H](C)NC(=O)C1(CCOCC1)N1C[C@@H](CC1)OC1=CC(=CC=C1)C(F)(F)F N-((S)-1-(4-Methoxyphenyl)ethyl)-4-((R)-3-(3-(trifluoromethyl)phenoxy)pyrrolidin-1-yl)tetrahydro-2H-pyran-4-carboxamide, hydrochloride